NC1=C(N=CC(=N1)N1CCC2(CC1)[C@@H](CC=1C2=NC=CC1)N[S@@](=O)C(C)(C)C)SC1=C(C(=NC=C1)N)Cl (S)-N-((R)-1'-(6-amino-5-((2-amino-3-chloropyridin-4-yl)thio)pyrazin-2-yl)-5,6-dihydrospiro[cyclopenta[b]pyridine-7,4'-piperidin]-6-yl)-2-methylpropane-2-sulfinamide